2-(((1H-pyrrolo[2,3-b]pyridin-5-yl)methyl)sulfinyl)-3-acetyl-8-bromo-5-chloroquinolin-4(1H)-one N1C=CC=2C1=NC=C(C2)CS(=O)C=2NC1=C(C=CC(=C1C(C2C(C)=O)=O)Cl)Br